CC1=CC=C(C=C1)[S+]1C=2C=CC=CC2SC2=CC=CC=C12 5-(4-methylphenyl)-thianthrenium